CN(CCNC(COC=1C=C2C(C3=C(C4=C(O3)C=CC=C4)C(C2=CC1)=O)(C)C)=O)C N-(2-Dimethylamino-ethyl)-2-(6,6-dimethyl-11-oxo-6,11-dihydro-benzo[b]naphtho[2,3-d]furan-8-yloxy)-acetamide